1-(3-(methylsulfonyl)benzoyl)pyrrolidine-2-carboxamide CS(=O)(=O)C=1C=C(C(=O)N2C(CCC2)C(=O)N)C=CC1